C[C@@H](C(=O)N[C@@H](C1=CC=CC=C1)C(=O)OC(C)(C)C)NC(=O)CC2=CC(=CC(=C2)F)F The molecule is a dipeptide consisting of alanylphenylglycine derivatised as a 3,5-difluorophenylacetamide at the amino terminal and a tert-butyl ester at the carboxy terminal. A gamma-secretase inhibitor. It has a role as an EC 3.4.23.46 (memapsin 2) inhibitor. It is a dipeptide, a difluorobenzene, a carboxylic ester and a tert-butyl ester.